4,4-dimethylcyclohexanecarboxaldehyde CC1(CCC(CC1)C=O)C